6-isobutyl-2-(4-methylpiperazin-1-yl)-N-(thiophen-2-ylmethyl)pyrido[3,4-d]pyrimidin-4-amine C(C(C)C)C1=CC2=C(N=C(N=C2NCC=2SC=CC2)N2CCN(CC2)C)C=N1